C(C)C1=C(C=CC(=C1)C1=NN(C=N1)C1=CC=C(C=C1)OC(F)(F)F)NC(=O)\N=C\1/SCC(N1C1=C(C=CC(=C1)C)COC)=O (Z)-1-(2-Ethyl-4-(1-(4-(trifluoromethoxy)phenyl)-1H-1,2,4-triazol-3-yl)phenyl)-3-(3-(2-(methoxymethyl)-5-methylphenyl)-4-oxothiazolidin-2-ylidene)urea